ClC1=C(CCCC1C=O)C=O 2-chloro-1-cyclohexene-1,3-dicarboxaldehyde